3-(3-chlorophenyl)-2-(3-{[(2S)-1-(ethenesulfonyl)pyrrolidin-2-yl]methoxy}pyridin-4-yl)-1H-pyrrolo[3,2-b]pyridine ClC=1C=C(C=CC1)C1=C(NC=2C1=NC=CC2)C2=C(C=NC=C2)OC[C@H]2N(CCC2)S(=O)(=O)C=C